C(C=C)OC=1C=C(CN2CCN(CC2)C=2C=CC3=C(C=C(O3)C(=O)O)C2Br)C=CC1 5-[4-(3-allyloxy-benzyl)-piperazin-1-yl]-4-bromo-benzofuran-2-carboxylic acid